ClC1=C(C=C(C=C1)C=1CCC(N(N1)C1=NC=NC2=C(C=CC=C12)OC)C)OC 4-[6-(4-chloro-3-methoxy-phenyl)-3-methyl-4,5-dihydro-3H-pyridazin-2-yl]-8-methoxy-quinazoline